4-hydroxy-3-methyl-5-(trifluoromethyl)benzaldehyde OC1=C(C=C(C=O)C=C1C(F)(F)F)C